C12(CC3CC(CC(C1)C3)C2)NC(=O)N 1-tricyclo[3.3.1.13,7]dec-1-ylurea